ClC1=CC=C(C=C1)C1(CCOCC1)C(=O)N1C[C@@]2(CC1)C=C(C(C(C2)(C)C)=O)C#N (5S)-2-[4-(4-chlorophenyl)oxane-4-carbonyl]-9,9-dimethyl-8-oxo-2-azaspiro[4.5]dec-6-ene-7-carbonitrile